4-[6-(4-{[(3S)-4-amino-3-methylbutyl]oxy}thiophen-2-yl)pyrazin-2-yl]-2-methoxy-N-methyl-N-(1-methylhexahydropyridin-4-yl)benzamide NC[C@H](CCOC=1C=C(SC1)C1=CN=CC(=N1)C1=CC(=C(C(=O)N(C2CCN(CC2)C)C)C=C1)OC)C